ClC1=CC=C(C=C1)N1C(=CC=C1)C(=O)N1CCOC2(C1)C=C(C(C(C2)(C)C)=O)C#N 4-[1-(4-chlorophenyl)-1H-pyrrole-2-carbonyl]-10,10-dimethyl-9-oxo-1-oxa-4-azaspiro[5.5]undec-7-ene-8-carbonitrile